S(=S)(=O)(O)O.C(CC)[Na] propyl-sodium thiosulfate